NC1=CC=C(C=C1)N(S(=O)(=O)C)CCN(C(OC(C)(C)C)=O)C tert-butyl (2-(N-(4-aminophenyl)methylsulfonamido)ethyl)(methyl)carbamate